FC=1C=2N(C=C(C1)NC(=O)C=1C=CC(=C3C=NC(=NC13)OCCOC)N1C[C@@H](N([C@H](C1)C)C(=O)OC(C)(C)C)C)C=C(N2)C tert-butyl (2S,6S)-4-[8-[(8-fluoro-2-methyl-imidazo[1,2-a]pyridin-6-yl)carbamoyl]-2-(2-methoxyethoxy)quinazolin-5-yl]-2,6-dimethyl-piperazine-1-carboxylate